COC1=C(C=CC=C1)C1=NC(=NN1)S(=O)(=O)NC(C1=C(C=CC=C1)OC(F)(F)F)=O N-((5-(2-methoxyphenyl)-1H-1,2,4-triazol-3-yl)sulfonyl)-2-(trifluoromethoxy)benzamide